O=C(CC1CC(NC1)C(=O)O)NC1=CC=C(C=C1)OC(F)(F)F 4-(2-oxo-2-((4-(trifluoromethoxy)phenyl)amino)ethyl)pyrrolidine-2-carboxylic acid